(3R)-N4-(4-cyclopropyl-2-fluoro-phenyl)-N4-[2-[(4,4-difluorocyclohexyl)amino]-2-oxo-1-[4-(trifluoromethyl)-3-pyridyl]ethyl]morpholine-3,4-dicarboxamide C1(CC1)C1=CC(=C(C=C1)N(C(=O)N1[C@H](COCC1)C(=O)N)C(C(=O)NC1CCC(CC1)(F)F)C=1C=NC=CC1C(F)(F)F)F